C(C1=CC=CC=C1)OC1=CC(N(C=C1)C1=CC=2C=C3N(C2C=C1)CCN(CC3Cl)C(C)C)=O 4-(benzyloxy)-1-[l-1-chloro-3-(propan-2-yl)-1H,2H,3H,4H,5H-[1,4]diazepino[1,7-a]indol-9-yl]-1,2-dihydropyridin-2-one